3-(3,5-ditert-butyl-4-hydroxyphenyl)-N-[6-[3-(3,5-ditert-butyl-4-hydroxyphenyl)propanoylamino]hexyl]propeneamide C(C)(C)(C)C=1C=C(C=C(C1O)C(C)(C)C)C=CC(=O)NCCCCCCNC(CCC1=CC(=C(C(=C1)C(C)(C)C)O)C(C)(C)C)=O